CC=1C=2C=3C=CC(=CC3NC(NC2N=CC1)=O)C#N methyl-9-oxo-6,8,10-triazatricyclo[9.4.0.02,7]pentadeca-1(11),2(7),3,5,12,14-hexaene-13-carbonitrile